F\C=C\1/CN2CCC3([C@H]2C1)CC3 (R,Z)-6'-(fluoromethylene)tetrahydrospiro[cyclopropane-1,1'-pyrrolizin]